FC(C(F)F)(OC1=CC=C(C=C1)C1(CC1)C1=NOC(=N1)CC(C(=O)O)=C)F 2-((3-(1-(4-(1,1,2,2-tetrafluoroethoxy)phenyl)cyclopropyl)-1,2,4-oxadiazol-5-yl)methyl)acrylic acid